OCC(CC(=O)NC1=CC=C(C=C1)S(=O)(=O)C)N1CCOC2(CCN(C2)C2=CC=C(C=C2)OC(F)(F)F)C1 4-hydroxy-N-(4-methylsulfonylphenyl)-3-{2-[4-(trifluoromethoxy)phenyl]-6-oxa-2,9-diazaspiro[4.5]dec-9-yl}butanamide